C(C)(C)C=1C=C(C=CC1)C(/C=C(/C=O)\C)(CC=C(C)C)C (E)-4-(3-isopropylphenyl)-2,4,7-trimethyloct-2,6-dienal